C(C)OC(C1=C(N=C(C=C1)OC(F)F)Cl)=O 2-Chloro-6-(difluoromethoxy)nicotinic acid ethyl ester